ClC1=C(C(=CC=C1)F)NC(=O)C1=CC(=C(C=C1O[C@H](C(F)(F)F)C)NC(=O)N1C(CCC1)COC)F N-(4-((2-Chloro-6-fluorophenyl)carbamoyl)-2-fluoro-5-(((S)-1,1,1-trifluoropropan-2-yl)oxy)phenyl)-2-(methoxymethyl)pyrrolidine-1-carboxamide